3-((1-(8-oxabicyclo[3.2.1]octan-3-yl)-5-methyl-4-nitro-1H-pyrazol-3-yl)oxy)propan-1-ol C12CC(CC(CC1)O2)N2N=C(C(=C2C)[N+](=O)[O-])OCCCO